1-(3-bromo-2-(methoxymethyloxy)-5-methylphenyl)adamantane BrC=1C(=C(C=C(C1)C)C12CC3CC(CC(C1)C3)C2)OCOC